5-(4-aminopyridin-2-yl)-N-((2-methoxy-5-(4-methyltetrahydro-2H-pyran-4-yl)phenyl)sulfonyl)quinoline-2-carboxamide NC1=CC(=NC=C1)C1=C2C=CC(=NC2=CC=C1)C(=O)NS(=O)(=O)C1=C(C=CC(=C1)C1(CCOCC1)C)OC